trans-1-[3-methyl-5-(8-trifluoromethyl-quinolin-5-yl)-piperidin-1-yl]-ethanone C[C@@H]1CN(C[C@H](C1)C1=C2C=CC=NC2=C(C=C1)C(F)(F)F)C(C)=O